C(C)(C)(C)C1=C(C2=C(N=CN=C2OC2=C(C=CC=C2)OC(F)(F)F)S1)C1=CC(=CC=C1)F 6-tert-butyl-5-(3-fluorophenyl)-4-(2-(trifluoromethoxy)phenoxy)thieno[2,3-d]pyrimidine